C1(CCCCC1)C(N)(N1N=CN=C1)C1CCCCC1 dicyclohexyl-1H-1,2,4-triazole-1-methanamine